5-(9-((1-(4-amino-5-methoxy-2-(1-methyl-1H-pyrazol-4-yl)phenyl)piperidin-4-yl)methyl)-3,9-diazaspiro[5.5]undecan-3-yl)-N-(2,6-dioxopiperidin-3-yl)picolinamide NC1=CC(=C(C=C1OC)N1CCC(CC1)CN1CCC2(CCN(CC2)C=2C=CC(=NC2)C(=O)NC2C(NC(CC2)=O)=O)CC1)C=1C=NN(C1)C